N(=C=O)CC1CC2C3CC(C(C2C1)C3)CN=C=O octahydro-2,5-bis(isocyanatomethyl)-4,7-methano-1H-indene